1-((R)-3-methyltetrahydrofuran-3-yl)-1H-pyrrole-3-carboxamide C[C@@]1(COCC1)N1C=C(C=C1)C(=O)N